N-[2-(3,3-difluoropyrrolidin-1-yl)-4-(3-pyridyl)-3-pyridyl]-2-isoprop-yl-pyrimidine-5-carboxamide FC1(CN(CC1)C1=NC=CC(=C1NC(=O)C=1C=NC(=NC1)C(C)C)C=1C=NC=CC1)F